C(C)(C)(C)OC(N[C@H](CN1CCC2(C(=NNC(O2)=O)C2=C(C=C(C=C2)F)Br)CC1)C)=O (S)-(1-(5-(2-bromo-4-fluorophenyl)-2-oxo-1-oxa-3,4,9-triazaspiro[5.5]undec-4-en-9-yl)propan-2-yl)carbamic acid tert-butyl ester